1-phenyl-2-(o-tolyl)hydrazine C1(=CC=CC=C1)NNC1=C(C=CC=C1)C